(4-(4-(2-(5-amino-8-methylbenzo[f][1,7]naphthyridin-2-yl)ethyl)-3-methylphenoxy)-1,1-difluorobutyl)phosphonic acid NC1=NC2=C(C=3C=C(C=NC13)CCC1=C(C=C(OCCCC(F)(F)P(O)(O)=O)C=C1)C)C=CC(=C2)C